(2S,5R)-1-(4-(((R)-1-(4-(ethylsulfonyl)phenyl)-2-hydroxyethyl)carbamoyl)phenyl)-N-methyl-5-(4-(trifluoromethyl)phenyl)piperidine-2-carboxamide C(C)S(=O)(=O)C1=CC=C(C=C1)[C@H](CO)NC(=O)C1=CC=C(C=C1)N1[C@@H](CC[C@@H](C1)C1=CC=C(C=C1)C(F)(F)F)C(=O)NC